4-chloro-10-{2,6-difluoro-4-[(3R)-3-(hydroxymethyl)piperazin-1-yl]phenyl}-8-ethyl-9-oxo-6,8,10-triazatricyclo[9.4.0.02,7]pentadeca-1(11),2(7),3,5,12,14-hexaene-13-carbonitrile ClC1=CC=2C=3C=CC(=CC3N(C(N(C2N=C1)CC)=O)C1=C(C=C(C=C1F)N1C[C@@H](NCC1)CO)F)C#N